CO[C@@H]1CC(N(C1)C)CO ((4R)-4-methoxy-1-methylpyrrolidin-2-yl)methanol